C(C)C(C(=O)O)O.C(CO)(=O)O glycolic acid ethyl-glycolate